C[C@](CBr)(C(=O)NC1=CC(=C(C=C1)[N+](=O)[O-])C(F)(F)F)O (R)-3-bromo-2-hydroxy-2-methyl-N-(4-nitro-3-(trifluoromethyl)phenyl)propanamide